BrC=1C(=CC=2N(C1)C=C(N2)[C@@H]2N(CCC2)C(=O)OC(C)(C)C)F |r| rac-tert-butyl 2-{6-bromo-7-fluoroimidazo[1,2-a]pyridin-2-yl}pyrrolidine-1-carboxylate